Cl.ClCC=1C=NC=C(C1)OC 3-(chloromethyl)-5-methoxypyridine hydrochloride